(1-methyl-1H-imidazol-2-yl)((3-exo)-3-((4-((5-methyl-1H-pyrazol-3-yl)amino)thieno[2,3-d]pyrimidin-2-yl)amino)-9-azabicyclo[3.3.1]non-9-yl)methanone CN1C(=NC=C1)C(=O)N1C2CC(CC1CCC2)NC=2N=C(C1=C(N2)SC=C1)NC1=NNC(=C1)C